O1CCC(CC1)C1(CCC(CC1)N)N (tetrahydro-2H-pyran-4-yl)cyclohexane-1,4-diamine